3-(1-methyl-3-(pyrrolidin-1-ylmethyl)-1H-indol-5-yl)-1,5,6,7,8,9-hexahydro-2H-cyclohepta[4,5]thieno[2,3-d]pyrimidine-2,4(3H)-dione CN1C=C(C2=CC(=CC=C12)N1C(NC2=C(C1=O)C1=C(S2)CCCCC1)=O)CN1CCCC1